methyl-4-[[5-(trifluoromethyl)-2-pyridyl]amino]-3-vinyl-benzenesulfonamide CC1=C(C=CC(=C1C=C)NC1=NC=C(C=C1)C(F)(F)F)S(=O)(=O)N